((4-((5-chloropyrimidin-2-yl)oxy)-3-methylphenyl)carbamoyl)-4-methoxycyclohexane-1-carboxamide ClC=1C=NC(=NC1)OC1=C(C=C(C=C1)NC(=O)C1(CCC(CC1)OC)C(=O)N)C